4-((2-(4-(3-isopropyl-1,2,4-oxadiazol-5-yl)piperidin-1-yl)imidazo[2,1-b][1,3,4]thiadiazol-6-yl)methoxy)-N,N-dimethylbenzamide C(C)(C)C1=NOC(=N1)C1CCN(CC1)C1=NN2C(S1)=NC(=C2)COC2=CC=C(C(=O)N(C)C)C=C2